CC1(CN(CC2=CC(=CC=C12)C1=CC=C(C=C1)C(F)(F)F)CC(=O)NC(C)C)C 2-(4,4-dimethyl-7-(4-(trifluoromethyl)phenyl)-3,4-dihydroisoquinolin-2(1H)-yl)-N-isopropylacetamide